calcium o-toluenesulfinate CC=1C(=CC=CC1)S(=O)[O-].[Ca+2].CC=1C(=CC=CC1)S(=O)[O-]